4-(4-(6-(((1r,3s,5s)-1,5-dimethyl-9-azabicyclo[3.3.1]non-3-yl)oxy)pyridazin-3-yl)-3-fluoro-5-hydroxyphenyl)-1-methylpyridin-2(1H)-one C[C@]12CC(C[C@](CCC1)(N2)C)OC2=CC=C(N=N2)C2=C(C=C(C=C2O)C2=CC(N(C=C2)C)=O)F